3-chloro-4,6-dihydroxy-2-methyl-5-((2E,4E)-3-methyl-5-((1R,2R,6R)-1,2,6-trimethyl-3-oxocyclohexyl)penta-2,4-dien-1-yl)benzaldehyde ClC=1C(=C(C=O)C(=C(C1O)C\C=C(\C=C\[C@@]1([C@H](C(CC[C@H]1C)=O)C)C)/C)O)C